(R)-6-amino-1'-(6-amino-5-((2-amino-3-chloropyridin-4-yl)thio)pyrazin-2-yl)-6,7-dihydrospiro[cyclopenta[b]pyridine-5,4'-piperidin]-2(1H)-one N[C@@H]1CC=2NC(C=CC2C12CCN(CC2)C2=NC(=C(N=C2)SC2=C(C(=NC=C2)N)Cl)N)=O